BrC1=CC(=C(C(=O)NC=2SC=C(N2)C2=C(C=CC=C2)Cl)C=C1)C 4-bromo-N-(4-(2-chlorophenyl)thiazol-2-yl)-2-methylbenzamide